2-iodo-6-(4-(perfluoroethoxy)phenoxy)isonicotinic acid IC=1C=C(C(=O)O)C=C(N1)OC1=CC=C(C=C1)OC(C(F)(F)F)(F)F